N-[(2-difluoromethoxyphenyl)methyl]-N'-(2-pyridylmethyl)-N-(6,7,8,9-tetrahydro-5H-cyclohepta[b]pyridin-9-yl)-1,4-xylylenediamine FC(OC1=C(C=CC=C1)CN(CC1=CC=C(C=C1)CNCC1=NC=CC=C1)C1CCCCC=2C1=NC=CC2)F